5-Bromo-1,3-dihydro-isobenzofuran BrC=1C=C2COCC2=CC1